N1C=NC(=C1)C1=C(\C=C/2\C(CC2(CF)CF)=O)C=CC=C1 (e)-2-(2-(1H-imidazol-4-yl)benzylidene)-3,3-bis(fluoromethyl)cyclobutan-1-one